CN(C1CCN(CC1)C1=C(C=C(C=C1)NC=1N=C(C2=C(N1)SC=C2C)NC2=CC=CC(=N2)C(C#N)(C)C)OC)C 2-(6-((2-((4-(4-(dimethylamino)piperidin-1-yl)-3-methoxyphenyl)amino)-5-methylthieno[2,3-d]pyrimidin-4-yl)amino)pyridin-2-yl)-2-methylpropanenitrile